O1C(COC12CCCCC2)C=C(C(=O)O)C 1,4-dioxaspiro[4.5]decan-2-ylmethacrylic acid